C1(CC1)[C@@H]1N(CCC(C1)C=1C(=CC2=C(NC(=N2)C2=CC(=C(C=C2)OC)OC)C1)F)C1CCNCC1 6-(r-cyclopropyl-[1,4'-bipiperidin]-4-yl)-2-(3,4-dimethoxyphenyl)-5-fluoro-1H-benzo[d]imidazole